2-(((1S,4R)-3,3-dimethyl-4-(4-(5,6,7,8-tetrahydro-1,8-naphthyridin-2-yl)butoxy)cyclopentyl)(methyl)amino)-2-((S)-1,6-dimethylisochroman-8-yl)acetic acid CC1(C[C@@H](C[C@H]1OCCCCC1=NC=2NCCCC2C=C1)N(C(C(=O)O)C=1C=C(C=C2CCO[C@H](C12)C)C)C)C